racemic-(2-methoxy-6,6a,7,8,9,10,12,13-octahydro-5H-6,9-methanopyrido[1',2':1,2]azepino[4,5-b]indol-7-yl)methanol hydrochloride Cl.COC=1C=C2C3=C(NC2=CC1)C1C2N(CC3)CC(CC2CO)C1